C(C)(C)(C)OC(=O)N1[C@@H](C[C@H](C1)O)C(NC1(CN(C1)C(=O)OCC1=CC=CC=C1)C1=CC=C(C=C1)C1=C(N=CS1)C)=O (2S,4R)-2-[[1-benzyloxycarbonyl-3-[4-(4-methylthiazol-5-yl)phenyl]azetidin-3-yl]carbamoyl]-4-hydroxy-pyrrolidine-1-carboxylic acid tert-butyl ester